(S)-(2-Chlorophenyl)(cyclopropyl)methanamine ClC1=C(C=CC=C1)[C@@H](N)C1CC1